2-(rac-(2S,5R)-5-methyl-2-(1-methyl-1H-pyrazol-5-yl)piperidin-1-yl)-2-oxoacetamide 2,2,2-Trifluoroethyl-2-oxo-2-[rac-(2S,5R)-5-methyl-2-(2-methylpyrazol-3-yl)-1-piperidyl]acetate FC(COC(C(N1[C@@H](CC[C@H](C1)C)C=1N(N=CC1)C)=O)=O)(F)F.C[C@@H]1CC[C@H](N(C1)C(C(=O)N)=O)C1=CC=NN1C |r|